N-cyclopropyl-1'-((7-cyclopropyl-6-oxo-5,6-dihydro-1,5-naphthyridin-3-yl)methyl)-1',2',3',6'-tetrahydro-[3,4'-bipyridin]-2',2',6',6'-d4-6-carboxamide C1(CC1)NC(=O)C1=CC=C(C=N1)C=1CC(N(C(C1)([2H])[2H])CC=1C=NC=2C=C(C(NC2C1)=O)C1CC1)([2H])[2H]